C(C)SC1=C(C(=CC(=C1)N(CC#C)CC1=CC=C(C=C1)F)C)NC(CC(C)(C)C)=O N-(2-(ethylthio)-4-((4-fluorobenzyl)(prop-2-yn-1-yl)amino)-6-methylphenyl)-3,3-dimethylbutanamide